CC1=CC=C(CC2=CC3=C(NC(NS3(=O)=O)C3=CC=CC=C3)C=C2)C=C1 7-(4-methylbenzyl)-3-phenyl-3,4-dihydro-2h-benzo[e][1,2,4]-thiadiazine 1,1-dioxide